4-(3-fluoro-5-methoxy-6-propoxy-[2,3'-bipyridyl]-5'-yl)-1,2-oxaborolan-2-ol FC=1C(=NC(=C(C1)OC)OCCC)C=1C=NC=C(C1)C1CB(OC1)O